ClC=1N=CC(=NC1)C1=CC=C(C=C1)CCCNC=1C2=C(N=C(N1)C1=COC=C1)SC(=C2)C N-(3-[4-(5-chloropyrazin-2-yl)phenyl]propyl)-2-(furan-3-yl)-6-methylthieno[2,3-d]pyrimidin-4-amine